OC(=O)C(F)(F)F.N1=CC(=CC=C1)C1C(C1)N 2-(pyridin-3-yl)cyclopropan-1-amine TFA salt